(3S)-3-(6-(2,3-dichloro-6-methoxyphenyl)-4-oxo-4,5,6,7-tetrahydro-3H-cyclopenta[d]pyrimidin-3-yl)-1-pyrrolidinecarboxylic acid tert-butyl ester C(C)(C)(C)OC(=O)N1C[C@H](CC1)N1C=NC2=C(C1=O)CC(C2)C2=C(C(=CC=C2OC)Cl)Cl